aniline-d7 [2H]C1=C(C(=C(C(=C1[2H])[2H])N([2H])[2H])[2H])[2H]